6,6-dimethyl-8,11-dioxadispiro[3.2.47.24]tridecan-2-ol CC1(CC2(CC(C2)O)CCC12OCCO2)C